OCC(C#CC1=CC=2OC[C@@H](C(N(C2N=C1)C)=O)NC(C1=NC=CC(=C1)OC1=CC=CC=C1)=O)(C)C (S)-N-(8-(4-hydroxy-3,3-dimethylbut-1-yn-1-yl)-5-methyl-4-oxo-2,3,4,5-tetrahydropyrido[3,2-b][1,4]Oxazepin-3-yl)-4-phenoxypicolinamide